methylene(3,5-di-t-butyl-4-hydroxyphenylhydrocinnamate) C=C(C(C(=O)[O-])C1=CC(=C(C(=C1)C(C)(C)C)O)C(C)(C)C)C1=CC=CC=C1